[C@@]12(C(=O)CC(CC1)C2(C)C)CS(=O)(=O)O R-(-)-10-camphorsulfonic acid